ClC=1C=C(C(=O)N[C@@H](C)C2=NC=NN2C2=NC=C(C=C2)N=S(=O)(C)C)C=C(C1)OCC1CC1 (S)-3-chloro-5-(cyclopropylmethoxy)-N-(1-(1-(5-((dimethyl(oxo)-λ6-sulfaneylidene)amino)pyridin-2-yl)-1H-1,2,4-triazol-5-yl)ethyl)benzamide